(2S)-1-((4-phenylbutyryl)alanyl)piperidine-2-carboxamide C1(=CC=CC=C1)CCCC(=O)N[C@@H](C)C(=O)N1[C@@H](CCCC1)C(=O)N